OC1=C(C=CC(=C1)C(F)(F)F)C1=C(N=C(N=N1)N[C@H]1[C@@H](CN(C1)S(=O)(=O)C)O)C (3R,4R)-4-({6-[2-hydroxy-4-(trifluoromethyl)phenyl]-5-methyl-1,2,4-triazin-3-yl}amino)-1-(methanesulfonyl)pyrrolidin-3-ol